ClC=1C=C2C(=CNC2=CC1)CCOC=1SC=2N=C(N=CC2N1)C1=CN=C(S1)C (2-(5-chloro-1H-indol-3-yl)ethoxy)-5-(2-methylthiazol-5-yl)thiazolo[5,4-d]pyrimidine